1-(3-(difluoromethoxy)phenyl)-4,4-difluorobutan-1-one FC(OC=1C=C(C=CC1)C(CCC(F)F)=O)F